C(#N)C1=CC=C(C(=O)NC23CC(C2)(C3)C(=O)N[C@@]3([C@H](C3)C#C)C(=O)NC3=CC=C(C(=O)NC2=C(C(=C(C(=O)NC4=CC=C(C(=O)O)C=C4)C=C2)O)OC(C)C)C=C3)C=C1 4-(4-{4-[(1S,2R)-1-[3-(4-Cyanobenzamido)bicyclo[1.1.1]pentane-1-amido]-2-ethynyl-cyclopropaneamido]benzamido}-2-hydroxy-3-(propan-2-yloxy)benzamido)benzoic acid